tert-butylperoxy-m-isopropenyl-cumylperoxide C(C)(C)(C)OOCC(C)(C1=CC(=CC=C1)C(=C)C)OOC(COOC(C)(C)C)(C)C1=CC(=CC=C1)C(=C)C